2-Hydroxy-N-(4-(5-(2-(2-hydroxypropan-2-yl)-6-methylpyrimidin-4-yl)-1,3,4-oxadiazol-2-yl)-3-(6-azaspiro[2.5]octan-6-yl)phenyl)ethane-1-sulfonamide OCCS(=O)(=O)NC1=CC(=C(C=C1)C=1OC(=NN1)C1=NC(=NC(=C1)C)C(C)(C)O)N1CCC2(CC2)CC1